platinum (II) [bis(phenacylpyridine)] platinum (II) [Pt+2].C(C(=O)C1=CC=CC=C1)C1=NC=CC=C1.C(C(=O)C1=CC=CC=C1)C1=NC=CC=C1.[Pt+2]